(2s,4s)-2-(4-(4-(Difluoromethoxy)phenyl)piperidine-1-carbonyl)-7-oxa-5-azaspiro[3.4]octan-6-one FC(OC1=CC=C(C=C1)C1CCN(CC1)C(=O)C1CC2(C1)NC(OC2)=O)F